FC=1C=C2C=C(NC2=CC1)C(=O)C=1C=NC=CC1 (5-fluoro-1H-indol-2-yl)(pyridin-3-yl)methanone